methyl 5-(3-formyl-2,5-dimethyl-1H-pyrrol-1-yl)-2-methylthiazole-4-carboxylate C(=O)C1=C(N(C(=C1)C)C1=C(N=C(S1)C)C(=O)OC)C